FC1=C(OC2=C(C=C3C=NN(C3=C2)C)C(=O)N)C=CC(=C1)OCCC(=O)N1CCC(CC1)O 6-[2-fluoro-4-[3-(4-hydroxy-1-piperidyl)-3-oxo-propoxy]phenoxy]-1-methyl-indazole-5-carboxamide